ClC=1N=NC2=CC=C(C=C2C1)C1=CN=C(S1)NC(=O)C1C(OC(C1)(C)C)(C)C N-(5-(3-chlorocinnolin-6-yl)thiazol-2-yl)-2,2,5,5-tetramethyltetrahydrofuran-3-carboxamide